(E)-1-[4-[2-(2,4-Difluorophenyl)-2-hydroxy-3-(1,2,4-triazol-1-yl)propoxy]phenyl]-3-(4-methoxyphenyl)prop-2-en-1-one FC1=C(C=CC(=C1)F)C(COC1=CC=C(C=C1)C(\C=C\C1=CC=C(C=C1)OC)=O)(CN1N=CN=C1)O